C(CCCCCCC\C=C/CCCC)(=O)OCCCCCCCCCCCCCCCCCCCCCCCC(=O)O 24-myristoleoyloxy-tetracosanoic acid